tert-butyl (5-(3-((5-(1-((tert-butylsulfinyl)amino)cyclobutyl)thiazol-2-yl)oxy)cyclobutyl)pyrimidin-2-yl)carbamate C(C)(C)(C)S(=O)NC1(CCC1)C1=CN=C(S1)OC1CC(C1)C=1C=NC(=NC1)NC(OC(C)(C)C)=O